N-(1-(3-chlorophenyl)-2-hydroxyethyl)-1-(2-((4-fluorophenyl)amino)-5-methyl-pyrimidin-4-yl)-1H-pyrrole-3-carboxamide ClC=1C=C(C=CC1)C(CO)NC(=O)C1=CN(C=C1)C1=NC(=NC=C1C)NC1=CC=C(C=C1)F